2-[3-(4,4,5,5-tetramethyl-1,3,2-dioxaborolan-2-yl)phenyl]ethan-1-ol CC1(OB(OC1(C)C)C=1C=C(C=CC1)CCO)C